2-(1-Bromopropyl)-6-methylpyridine BrC(CC)C1=NC(=CC=C1)C